FC=1C(=CC(=NC1)C)C1=CC(=NN1)C(=O)N1C2(CC2)C[C@H](CC1)C(=O)NC1CCC(CC1)(C(F)(F)F)OC (S)-4-(5-(5-fluoro-2-methylpyridin-4-yl)-1H-pyrazole-3-carbonyl)-N-((1r,4S)-4-methoxy-4-(trifluoromethyl)cyclohexyl)-4-azaspiro[2.5]octane-7-carboxamide